6-((2-(2-((tert-Butyldiphenylsilyl)oxy)ethoxy)ethyl)amino)undecane-1,11-diyl dicyclopentadecanecarboxylate C1(CCCCCCCCCCCCCC1)C(=O)OCCCCCC(CCCCCOC(=O)C1CCCCCCCCCCCCCC1)NCCOCCO[Si](C1=CC=CC=C1)(C1=CC=CC=C1)C(C)(C)C